Erucylbehenat C(CCCCCCCCCCC\C=C/CCCCCCCC)OC(CCCCCCCCCCCCCCCCCCCCC)=O